(R)-6-fluoro-5-[4-(5-fluoro-2,3-dihydrobenzofuran-7-yl)-2-hydroxy-4-methyl-2-trifluoromethyl-pentylamino]-2-methylquinoline FC=1C(=C2C=CC(=NC2=CC1)C)NC[C@](CC(C)(C)C1=CC(=CC=2CCOC21)F)(C(F)(F)F)O